BrC=1C=C(NCC(F)F)C=C(C1)F 3-bromo-N-(2,2-difluoroethyl)-5-fluoro-aniline